FC(C1=CC=C(C=N1)C1=C2C(=NN(C1=O)C1=CC3=CN(N=C3C=C1)C([2H])([2H])[2H])C=CC(=N2)NC(C([2H])([2H])[2H])([2H])[2H])F 4-(6-(difluoromethyl)pyridin-3-yl)-6-((ethyl-d5)amino)-2-(2-(methyl-d3)-2H-indazol-5-yl)pyrido[3,2-c]pyridazin-3(2H)-one